monoazoline N1=CCCC1